CS(=O)(=O)C1=CC2=C(NC(=N2)C=2C=NN3C2N=CC=C3)C=C1 3-(5-(methylsulfonyl)-1H-benzo[d]imidazol-2-yl)pyrazolo[1,5-a]pyrimidine